2-(dodecanoylamino)acetic acid C(CCCCCCCCCCC)(=O)NCC(=O)O